(S)-3-((3-(2-(4-chlorophenyl)-2-hydroxyethyl)-1,2,4-oxadiazol-5-yl)methyl)-1,6-dimethyl-2,4-dioxo-1,2,3,4-tetrahydro-pyrimidine-5-carbonitrile ClC1=CC=C(C=C1)[C@H](CC1=NOC(=N1)CN1C(N(C(=C(C1=O)C#N)C)C)=O)O